5-[(4R,10bS)-4-methyl-8-(6-methyl-2,6-diazaspiro[3.3]heptan-2-yl)-3,4,6,10b-tetrahydro-1H-pyrazino[2,1-a]isoindol-2-yl]quinoline-8-carbonitrile C[C@@H]1CN(C[C@H]2N1CC1=CC(=CC=C21)N2CC1(C2)CN(C1)C)C1=C2C=CC=NC2=C(C=C1)C#N